1-(13Z,16Z-docosadienoyl)-2-(8Z,11Z,14Z-eicosatrienoyl)-glycero-3-phospho-(1'-sn-glycerol) CCCCC/C=C\C/C=C\CCCCCCCCCCCC(=O)OC[C@H](COP(=O)(O)OC[C@H](CO)O)OC(=O)CCCCCC/C=C\C/C=C\C/C=C\CCCCC